CC1=C(C=C(OC2CCN(CC2)C(=O)OC(C)(C)C)C=C1)C(NC(C)C1=CC=CC2=CC=CC=C12)=O tert-Butyl 4-(4-methyl-3-((1-(naphthalen-1-yl)ethyl)carbamoyl)phenoxy)piperidine-1-carboxylate